FC=1C=C(C=C(C1)F)NCC=1C=C(C=C2C(C=C(OC12)N1CCOCC1)=O)NC(C)=O N-(8-(((3,5-difluorophenyl)amino)methyl)-2-morpholino-4-oxo-4H-chromen-6-yl)acetamide